3-Chloro-6-[4-methanesulfonyl-1H-imidazol-1-yl]pyridazine ClC=1N=NC(=CC1)N1C=NC(=C1)S(=O)(=O)C